(S)-4-acetylamino-1-((R)-2-amino-4-phenyl-butyryl)-pyrrolidine-2-carboxylic acid (1-methyl-1H-benzotriazol-5-ylmethyl)-amide CN1N=NC2=C1C=CC(=C2)CNC(=O)[C@H]2N(CC(C2)NC(C)=O)C([C@@H](CCC2=CC=CC=C2)N)=O